ClC=1C(=NC(=NC1)N[C@H]1[C@@H](CS(CC1)(=O)=O)O)C=1C=C(C2=C(N(C(=N2)C(C)(C)O)C(C)C)C1)F (3S,4R)-4-((5-chloro-4-(4-fluoro-2-(2-hydroxypropan-2-yl)-1-isopropyl-1H-benzo[d]imidazol-6-yl)pyrimidin-2-yl)amino)-3-hydroxytetrahydro-2H-thiopyran 1,1-dioxide